COC=1C=C(C=CC1OC)C=1N=C2N(C(C1)=O)C=C(C(=C2)C)C=2CCN(CC2)C 2-(3,4-Dimethoxyphenyl)-8-methyl-7-(1-methyl-1,2,3,6-tetrahydropyridin-4-yl)-4H-pyrido[1,2-a]pyrimidin-4-one